C(C=CC1=CC=CC=C1)[Pd-2](Cl)=C1N(C=C2N1C(=CC=C2)N2CCOCC2)C2=C(C=CC=C2C(C)C)C(C)C cinnamyl[2-(2,6-diisopropylphenyl)-5-morpholinoimidazo[1,5-a]pyridin-3-ylidene]chloropalladium(II)